CN(S(=O)(=O)C=1C=CC(=C(C(=O)OC)C1)SC1=NN=NN1C)C methyl 5-(dimethylsulfamoyl)-2-[(1-methyl-1H-1,2,3,4-tetrazol-5-yl)sulfanyl]benzoate